FC=1C=C(C(=O)NC=2SC(=NN2)N2CCCCC2)C=C(C1O)C=O 3-fluoro-5-formyl-4-hydroxy-N-(5-(piperidin-1-yl)-1,3,4-thiadiazol-2-yl)benzamide